O[C@@H](C)C1=CC(=NC=C1)N1C(C2=CC=CC(=C2C1)C(F)(F)F)=O (s)-2-(4-(1-hydroxyethyl)pyridin-2-yl)-4-(trifluoromethyl)isoindolin-1-one